BrC1=CC=C(CN2C3=NC(=NC=C3NC2=O)Cl)C=C1 9-(4-bromobenzyl)-2-chloro-7,9-dihydro-8H-purin-8-one